COC(=O)C1=C(NC=2C[C@H](CC(C2[C@@H]1C=1SC=CC1)=O)C1=C(C=CC=C1)OC)C (4S,7R)-7-(2-methoxyphenyl)-2-methyl-5-oxo-4-(2-thienyl)-1,4,5,6,7,8-hexahydro-3-quinolinecarboxylic acid methyl ester